2-(4-(4-((5-oxo-2-phenyl-5,6-dihydropyrimido[4,5-d]pyridazin-4-yl)amino)phenyl)cyclohexyl)acetic acid O=C1C2=C(C=NN1)N=C(N=C2NC2=CC=C(C=C2)C2CCC(CC2)CC(=O)O)C2=CC=CC=C2